CSC=1N=NC(=C(N1)NC1=CC=CC=C1)C(=O)OCC ethyl 3-methylsulfanyl-5-phenylamino-1,2,4-triazine-6-carboxylate